N-([1,1'-biphenyl]-2-yl)benzo[d][1,3]dioxan-5-amine C1(=C(C=CC=C1)NC1=CC=CC=2OCOCC21)C2=CC=CC=C2